(R)-N-(2-(4-Cyanothiazolidin-3-yl)-2-oxoethyl)-6-(5,5-difluoro-2-azaspiro[3.4]Octane-2-yl)quinoline-4-carboxamide C(#N)[C@H]1N(CSC1)C(CNC(=O)C1=CC=NC2=CC=C(C=C12)N1CC2(C1)C(CCC2)(F)F)=O